N=1SN=C2C=NC=CC21 [1,2,5]thiadiazolo[3,4-c]pyridine